C(CC1=CC=CC=C1)N1C(=NC2=C1C=CC=C2)C2=CC(=CC=C2)[N+](=O)[O-] 1-phenethyl-2-(3-nitrophenyl)-benzo[d]imidazole